5-(4-cyclopropylphenyl)-3-(ethylsulfanyl)-2-[3-methyl-6-[(trifluoromethyl)sulfanyl]imidazo[4,5-b]pyridin-2-yl]pyridine C1(CC1)C1=CC=C(C=C1)C=1C=C(C(=NC1)C1=NC=2C(=NC=C(C2)SC(F)(F)F)N1C)SCC